(2S,3R,4S,4aR)-2,3,4,7-tetrahydroxy-3,4,4a,5-tetrahydro-[1,3]dioxolo[4,5-j]phenanthridin-6(2H)-one O[C@H]1C=C2C3=CC4=C(C(=C3C(N[C@H]2[C@@H]([C@@H]1O)O)=O)O)OCO4